fluoroacrylaldehyde FC(C=O)=C